FC1(CCC(CC1)N1C(=NC2=C1C=CC(=C2)C2=C(N=CN2C)C)[C@@H]2CCCC(N2C2=CC(=C(C=C2)OC)F)=O)F (S)-6-(1-(4,4-Difluorocyclohexyl)-5-(1,4-dimethyl-1H-Imidazol-5-yl)-1H-benzo[d]imidazol-2-yl)-1-(3-fluoro-4-methoxyphenyl)piperidin-2-one